CC1=CC=C(S1)N1CCC(CC1)C(=O)N (5-methylthiophen-2-yl)piperidine-4-carboxamide